FC=1C=C(C=CC1F)C1=CC=CC=2C[C@@H]3[C@@H]4CCC=C([C@@]4(C12)CCN3)C3=NC1=C(N3C3(CCC(CC3)[2H])OC)C=CC(=C1)C=1C(=NOC1C)C 4-(3,4-difluorophenyl)-5-(5-(3,5-dimethylisoxazol-4-yl)-1-((trans)-4-deutero-methoxycyclohexyl)-1H-benzo[d]imidazol-2-yl)morphineN